1-(5-(4-aminothieno[3,2-c]pyridin-3-yl)indolin-1-yl)-2-phenylethanone NC1=NC=CC2=C1C(=CS2)C=2C=C1CCN(C1=CC2)C(CC2=CC=CC=C2)=O